2-o-Tolyl-N-(5-(1-(6-(2-(3-(trifluoromethoxy)phenyl)acetamido)pyridazin-3-yl)piperidin-4-yl)-1,3,4-thiadiazol-2-yl)acetamide C1(=C(C=CC=C1)CC(=O)NC=1SC(=NN1)C1CCN(CC1)C=1N=NC(=CC1)NC(CC1=CC(=CC=C1)OC(F)(F)F)=O)C